FC=1C(=NC(=NC1)NC1=C(C(=CC=C1)S(=O)(=O)C)F)C1=CNC2=C(C=CC=C12)NC([C@@H](COC)N1CCN(CCC1)C)=O (R)-N-(3-(5-fluoro-2-((2-fluoro-3-(methylsulfonyl)phenyl)amino)pyrimidin-4-yl)-1H-indol-7-yl)-3-methoxy-2-(4-methyl-1,4-diazepan-1-yl)propanamide